ethyl 2,4-dioxo-1,2,3,4-tetrahydro-pyrimidine-5-carboxylate O=C1NC=C(C(N1)=O)C(=O)OCC